C(CCC)N(C(O)=O)CC12CCC(CC1)(CC2)C2=NC(=NO2)C=2N=NC(=CC2)OC.C(C)(C)(C)OOC(C)(C)C2=CC=C(C=C2)C(C)(C)OOC(C)(C)C 1,4-bis(tert-butyl-peroxyisopropyl)benzene butyl-({4-[3-(6-methoxypyridazin-3-yl)-1,2,4-oxadiazol-5-yl]bicyclo[2.2.2]octan-1-yl}methyl)carbamate